methoxyethoxytrimethylolpropane diacrylate C(C=C)(=O)O.C(C=C)(=O)O.COCCOC(C(CO)(CO)CO)C